C(C)(C)(C)OC(=O)N1[C@H](CC(CC1)O)C (2S)-4-hydroxy-2-methylpiperidine-1-carboxylic acid tert-butyl ester